2-(4-methylpiperazin-1-yl)thiazolo[5,4-d]Pyrimidin-7(6H)-one CN1CCN(CC1)C=1SC=2N=CNC(C2N1)=O